1-(3-chloro-5-fluorophenyl)-5,5-difluoro-3-(1-methyl-1H-pyrrol-2-yl)-4,5,6,7-tetrahydro-1H-indol-4-ol ClC=1C=C(C=C(C1)F)N1C=C(C=2C(C(CCC12)(F)F)O)C=1N(C=CC1)C